C(CCCCCCCC=CCCCCCCCC)(=O)N[C@@H](CC(N)=O)C(=O)O N-(9-octadecenoyl)asparagine